CN(CCOC=1C=CC(=C(C1)C1C(C1)(C(=O)N)C1=CC=CC2=CC=CC=C12)C)C (5-(2-(Dimethylamino)ethoxy)-2-methylphenyl)-1-(naphthalen-1-yl)cyclopropane-1-carboxamide